OCCN1C(C2C(C1=O)CCC=C2)=O N-(2-hydroxyethyl)-tetrahydrophthalimide